BrC1=CC=C(C=C1)C1CCN(CC1)CC=1C=C2C(N(C(C2=CC1)=O)C1C(NC(CC1)=O)=O)=O 5-((4-(4-bromophenyl)piperidin-1-yl)methyl)-2-(2,6-dioxopiperidin-3-yl)isoindoline-1,3-dione